2-chloro-6-[3-[[1-(trifluoromethyl)cyclopropyl]methoxy]pyrazol-1-yl]pyridine-3-carboxamide ClC1=NC(=CC=C1C(=O)N)N1N=C(C=C1)OCC1(CC1)C(F)(F)F